(R)-4-(6-Chloro-pyridazin-3-yl)-2-methyl-morpholine ClC1=CC=C(N=N1)N1C[C@H](OCC1)C